tert-Butyl (3-cyano-4-(3-((S)-3-(dimethylamino)-pyrrolidin-1-yl)-5-fluoro-1-(pyridazin-3-ylmeth-oxy)-7,9-dihydrofuro[3,4-f]quinazolin-6-yl)-5-fluorobenzo[b]thiophen-2-yl)carbamate C(#N)C=1C2=C(SC1NC(OC(C)(C)C)=O)C=CC(=C2C=2C1=C(C=3C(=NC(=NC3C2F)N2C[C@H](CC2)N(C)C)OCC=2N=NC=CC2)COC1)F